ClC=1C(=C(C=CC1)NC1=NC=NC2=CC=C(C(=C12)C1=CC=C2C=CN(C2=C1)C)NC(C=CC1N(CCC1)C)=O)F N-(4-((3-chloro-2-fluorophenyl)amino)-5-(1-methyl-1H-indol-6-yl)quinazolin-6-yl)-3-(1-methylpyrrolidin-2-yl)acrylamide